1-((1S,3R)-3-butyl-2,2-dimethylcyclopropyl)propan-2-one C(CCC)[C@H]1C([C@H]1CC(C)=O)(C)C